C1(CCCCC1)C(COC)(COC)C 2-cyclohexyl-2-methyl-1,3-dimethoxypropane